FC1=CC=C2C=C(C=C(C2=C1F)B1OC(C(O1)(C)C)(C)C)OCOC 2-(7,8-difluoro-3-(methoxymethoxy)naphthalen-1-yl)-4,4,5,5-tetramethyl-1,3,2-dioxaborolane